NC1(CC2=CC(=CC=C2CC1)OC1=C(C=CC=C1)C1=CC(=CC=C1)C)C(=O)O 2-amino-7-((3'-methyl-[1,1'-biphenyl]-2-yl)oxy)-1,2,3,4-tetrahydronaphthalene-2-carboxylic acid